O=C1NC(CCC1N1C(N(C2=C1C=CC=C2CC2CC1(C2)CCC(CC1)N(C(OCC1=CC=CC=C1)=O)C)C)=O)=O benzyl ((2S,4r,7S)-2-((1-(2,6-dioxopiperidin-3-yl)-3-methyl-2-oxo-2,3-dihydro-1H-benzo[d]imidazol-4-yl)methyl)spiro[3.5]nonan-7-yl)(methyl)carbamate